C(#N)CC1=CC=C(C=C1)NC(=O)C1C[C@@H](CCC1C(C)C)C (1R,2S,5R)-N-(4-(cyanomethyl)-phenyl)menthanecarboxamide